BrC1=CC=2N=CN=C(C2N=C1Cl)NC1=CC=C(C=C1)OC1=CC=2N(C=C1)N=CN2 7-bromo-6-chloro-N-(4-{[1,2,4]triazolo[1,5-a]pyridin-7-yloxy}phenyl)pyrido[3,2-d]pyrimidin-4-amine